FC(C(=O)O)(F)F.C1NCC12CCN(CC2)C2=CC1=C(N(C(N1C)=O)C1C(NC(CC1)=O)=O)C=C2 3-(5-{2,7-Diazaspiro[3.5]nonan-7-yl}-3-methyl-2-oxo-1,3-benzodiazol-1-yl)piperidine-2,6-dione trifluoroacetate